ClC1=C2C(=NN(C2=CC=C1)S(=O)(=O)C1=CC=C(C=C1)C)N1[C@@H](CC(C1)(F)F)CO [(2S)-1-[4-chloro-1-(p-tolyl-sulfonyl)indazol-3-yl]-4,4-difluoro-pyrrolidin-2-yl]methanol